C(CCCCCCCCC)OCOCCCC(CC(CC(CC(CC(CC(CCCI)C)C)C)C)C)C 17-iodo-4,6,8,10,12,14-hexamethylheptadecyl decyloxymethyl ether